(3S,7aR,11aR)-9-cyclohexyl-3-isopropyl-2,3,6,7,7a,8,10,11-octahydrooxazolo[2,3-j][1,6]naphthyridin-5-one C1(CCCCC1)N1C[C@H]2CCC(N3[C@]2(CC1)OC[C@@H]3C(C)C)=O